(R)-5,7-diethyl-2-(((1-(4-fluorobenzyl)-1H-pyrazol-4-yl)methyl)amino)-8-methyl-7,8-dihydropteridin-6(5H)-one C(C)N1C=2C=NC(=NC2N([C@@H](C1=O)CC)C)NCC=1C=NN(C1)CC1=CC=C(C=C1)F